CC1CNCCC1NC1CCOCC1 3-methyl-N-(tetrahydro-2H-pyran-4-yl)piperidin-4-amine